Allyl allyl(2-amino-2-(2-(hydroxymethyl)thiazol-5-yl)ethyl)carbamate C(C=C)N(C(OCC=C)=O)CC(C1=CN=C(S1)CO)N